4-(5-(2-((4-(trifluoromethyl)phenyl)amino)phenyl)-1,3,4-oxadiazol-2-yl)oxazolidin-2-one FC(C1=CC=C(C=C1)NC1=C(C=CC=C1)C1=NN=C(O1)C1NC(OC1)=O)(F)F